C(C)N=S(C(F)(F)F)=O ethylimino-oxo-(trifluoromethyl)-lambda6-Sulfane